C(C)(C)(C)OC(=O)N[C@H]1CCCC[C@@H]2N(C1=O)[C@@H](CC2)C(=O)OCC ethyl (3S,6S,10aS)-6-((tert-butoxycarbonyl) amino)-5-oxodecahydropyrrolo[1,2-a]azocine-3-carboxylate